S1C(=NC2=C1C=CC=C2)CO benzo[d]thiazole-2-methanol